2-ethyl-3-((5-(trifluoromethyl)pyridin-2-yl)methyl)naphthalene-1,4-dione C(C)C=1C(C2=CC=CC=C2C(C1CC1=NC=C(C=C1)C(F)(F)F)=O)=O